6,7-dimethyl-4-(cis-4-methylcyclohexyl)-2-((2S)-2-(1-methyl-1H-pyrazol-4-yl)-4-morpholinyl)pteridine CC=1N=C2C(=NC(=NC2=NC1C)N1C[C@@H](OCC1)C=1C=NN(C1)C)[C@@H]1CC[C@@H](CC1)C